N1N=CC(=C1)NC(=O)C1CC1 N-(1H-pyrazol-4-yl)cyclopropanecarboxamide